FC=1C(=C(C=CC1F)[C@@H]1[C@H](O[C@@]([C@@H]1C)(C(F)(F)F)C)C(=O)NC1=CC(=NC=C1F)C(=O)N)OC 4-[[(2S,3r,4r,5s)-3-(3,4-difluoro-2-methoxy-phenyl)-4,5-dimethyl-5-(trifluoromethyl)tetrahydrofuran-2-carbonyl]amino]-5-fluoro-pyridine-2-carboxamide